CC(C)CCCC(C)C 2,6-dimethyl-heptane